NC1=C(C=CC(=C1)C=1C=NNC1)N1CCC(CC1)CN1C(CCC1)=O 1-((1-(2-amino-4-(1H-pyrazole-4-yl)phenyl)piperidin-4-yl)methyl)pyrrolidin-2-one